C1(CC1)C1=C(C=O)C=CC(=C1)OC 2-cyclopropyl-4-methoxybenzaldehyde